ClC=1C=CC=C2C(C(N(C12)C)=O)(CC(=O)C1=CC2=CC=CC=C2C=C1)O 7-chloro-3-hydroxy-1-methyl-3-(2-(naphthalen-2-yl)-2-oxoethyl)indol-2-one